C(C)OC(C(CCCCCC(CCCCCC(C(=O)OCC)(C)C)OC)(C)C)=O.ON=C(N)C1=NC(=C(C=C1)CCOC)C N'-hydroxy-5-(2-methoxyethyl)-6-methylpyridineformamidine ethyl-15-ethoxy-8-methoxy-2,2,14,14-tetramethyl-15-oxopentadecanoate